BrC1=CC=C(C=C1)C12C(C3=C(C=NC=C3OC)O1)(C(C(C2C2=CC=CC=C2)CNCC)O)O 7a-(4-bromophenyl)-6-((ethylamino)methyl)-4-methoxy-7-phenyl-5,6,7,7a-tetrahydro-4bH-cyclopenta[4,5]furo[2,3-c]pyridine-4b,5-diol